(S)-1-(2-hydroxy-4,6-dimethylphenyl)-2-naphthonitrile OC1=C(C(=CC(=C1)C)C)C1=C(C=CC2=CC=CC=C12)C#N